CN1N=CC(=C1O[C@H]1CN(CCC1)C(=O)OC(C)(C)C)C=1C=C2C(=NN(C2=CC1)C1OCCCC1)C#C[Si](C(C)C)(C(C)C)C(C)C tert-butyl (3R)-3-[2-methyl-4-[1-tetrahydropyran-2-yl-3-(2-triisopropylsilylethynyl) indazol-5-yl]pyrazol-3-yl]oxypiperidine-1-carboxylate